OC1=C(C=C(C(=O)C2=CC=C(C=C2)O)C=C1)OC1=CC=CC=C1 4,4'-dihydroxy-3-phenoxybenzophenone